cyclopentyl-5,5-dimethyl-8-(4-(trifluoromethyl)phenyl)-2,3,4,5-tetrahydro-1H-benzo[c]azepine C1(CCCC1)C1NCCC(C2=C1C=C(C=C2)C2=CC=C(C=C2)C(F)(F)F)(C)C